FC1=CC=CC2=C1C(NCCO2)=O 6-fluoro-3,4-dihydrobenzo[f][1,4]oxazepin-5(2H)-one